FC(C(C)(O[Si](CC)(CC)CC)C)(F)C=1C(=C(C=CC1)[C@@H](C)NC=1C2=C(N=C(N1)C)C(=NC(=C2)P(=O)(C)C)C)F N-[(1R)-1-(3-{1,1-difluoro-2-methyl-2-[(triethylsilyl)oxy]propyl}-2-fluorophenyl)ethyl]-6-(dimethylphosphoryl)-2,8-dimethylpyrido[3,4-d]pyrimidin-4-amine